C1=CC=C(C=2C3=CC=CC=C3CC12)[C@H]([C@@H](C=1OC(NN1)=O)NS(=O)(=O)C1=NC=C(C=C1)Br)C N-((1S,2R)-2-(9H-fluoren-4-yl)-1-(5-oxo-4,5-dihydro-1,3,4-oxadiazol-2-yl)propyl)-5-bromopyridine-2-sulfonamide